F[C@H]1[C@H](C[C@@]2(C=C[C@H]1N2)C)OC2=CN=C(N=N2)C2=C(C=C(C=C2)N2N=CC(=C2)F)O 2-(6-(((1R,3S,4R,5R)-4-fluoro-1-methyl-8-azabicyclo[3.2.1]oct-6-en-3-yl)oxy)-1,2,4-triazin-3-yl)-5-(4-fluoro-1H-pyrazol-1-yl)phenol